1-Bromo-3-methylbutane-2-one BrCC(C(C)C)=O